carbonyl-ruthenium hydride C(=O)=[RuH]